C(CCCCCCCC)NC(=O)N N-nonylurea